C12CC(CC2C1)OC1=C(C=C(C=C1F)NC(=O)C=1N=C(OC1CC)N1CCCC1)F N-(4-(cis-bicyclo[3.1.0]hexan-3-yloxy)-3,5-difluorophenyl)-5-ethyl-2-(pyrrolidin-1-yl)oxazole-4-carboxamide